6-(4-(2-Hydroxypropan-2-yl)phenyl)-2-oxo-2,3-dihydro-1H-imidazo[4,5-b]pyrazin OC(C)(C)C1=CC=C(C=C1)C1=CN=C2C(=N1)NC(N2)=O